6-Isopropyl-2-((6-(8-methyl-2,3-dihydro-1H-pyrido[2,3-b][1,4]oxazin-7-yl)-2,7-naphthyridin-3-yl)amino)-5,6-dihydro-4H-pyrazolo[1,5-d][1,4]diazepin-7(8H)-on C(C)(C)N1C(CN2C(CC1)=CC(=N2)NC=2N=CC1=CN=C(C=C1C2)C2=C(C1=C(OCCN1)N=C2)C)=O